NC1=NC(=C(C=2N1N=C(N2)CC2=C(C=CC=C2F)F)C=2C=CC(N(C2)C(C)C)=O)C=2OC=CN2 5-(5-amino-2-(2,6-difluorobenzyl)-7-(oxazol-2-yl)-[1,2,4]triazolo[1,5-c]pyrimidin-8-yl)-1-isopropylpyridin-2(1H)-one